N-(6-cyclopropylpyridazin-3-yl)-5-[2-methyl-4-[(3S)-1-methylpyrrolidin-3-yl]oxy-pyrazol-3-yl]pyrazolo[1,5-a]pyridin-2-amine C1(CC1)C1=CC=C(N=N1)NC1=NN2C(C=C(C=C2)C=2N(N=CC2O[C@@H]2CN(CC2)C)C)=C1